ClC1=NC=C(C(=N1)C1=CC(=NC=C1)C(C)(C)O)F 2-(4-(2-chloro-5-fluoropyrimidin-4-yl)pyridin-2-yl)propan-2-ol